COC(CC(=O)C1=NC=CC(=C1)C)=O.C(C)N[Si]([Si](NCC)(NCC)NCC)(NCC)NCC hexakis(ethylamino)disilane methyl-3-(4-methylpyridin-2-yl)-3-oxopropanoate